6-(4-((tert-butyldimethylsilyl)oxy)phenyl)-4-nitro-1-(tetrahydro-2H-pyran-2-yl)-1H-indazole [Si](C)(C)(C(C)(C)C)OC1=CC=C(C=C1)C1=CC(=C2C=NN(C2=C1)C1OCCCC1)[N+](=O)[O-]